C(=O)(O)[C@@H]1[C@H](C1)N[C@H](CC1C2=CC=CC=C2OC=2C=CC=CC12)C(=O)O [(1s,2s)-2-Carboxycyclopropyl]-3-(9h-Xanthen-9-Yl)-D-Alanine